C(C1CO1)C1=C(C(=C(C(=C1OC1=CC(=CC=C1)N)CC1CO1)OC1=CC(=CC=C1)N)CC1CO1)CC1CO1 tetraglycidyl-1,3-bis(3-aminophenoxy)benzene